4-(2-acryloyl-2,6-diazaspiro[3.4]octan-6-yl)-6-(1,6-dimethyl-1H-indazol-7-yl)-2-(pyrimidin-2-ylmethoxy)pyrimidine-5-carbonitrile C(C=C)(=O)N1CC2(C1)CN(CC2)C2=NC(=NC(=C2C#N)C=2C(=CC=C1C=NN(C21)C)C)OCC2=NC=CC=N2